P(=S)(SC(C)CC)(OC(C)CC)[O-] disecondary butyl dithiophosphate